BrC1=CC(=C(S1)CO)F (5-Bromo-3-fluorothiophen-2-yl)methanol